2-[(2-amino-3-fluoropyridin-4-yl)methyl]-5-(2-fluoro-4-trimethylsilylanilino)pyridine-4-carboxylic acid methyl ester COC(=O)C1=CC(=NC=C1NC1=C(C=C(C=C1)[Si](C)(C)C)F)CC1=C(C(=NC=C1)N)F